3,4-bis(di-phenylphosphino)-2,5-di-butylthiophene C1(=CC=CC=C1)P(C1=C(SC(=C1P(C1=CC=CC=C1)C1=CC=CC=C1)CCCC)CCCC)C1=CC=CC=C1